1-((2-aminopyrimidin-4-yl)methyl)-4-(3-(4-(trifluoromethyl)phenyl)-1H-pyrazolo[4,3-b]pyridin-1-yl)pyridin-2(1H)-one NC1=NC=CC(=N1)CN1C(C=C(C=C1)N1N=C(C2=NC=CC=C21)C2=CC=C(C=C2)C(F)(F)F)=O